3-(4-(2,5-diazabicyclo[2.2.2]octan-2-yl)-6-fluoro-1-oxoisoindolin-2-yl)piperidine-2,6-dione C12N(CC(NC1)CC2)C2=C1CN(C(C1=CC(=C2)F)=O)C2C(NC(CC2)=O)=O